ClC1=CC(=C(C=C1)C1(OC2=C(O1)C=CC=C2C2=CC(=C(CC1=NC3=C(N1CC1(CC1)CC#N)C=C(C=C3)C(=O)OCC)C(=C2)F)F)C)F ethyl 2-(4-(2-(4-chloro-2-fluorophenyl)-2-methylbenzo[d][1,3]dioxol-4-yl)-2,6-difluorobenzyl)-1-((1-(cyanomethyl) cyclopropyl) methyl)-1H-benzo[d]imidazole-6-carboxylate